2-(2,6-dioxopiperidin-3-yl)-5-(4-(((S)-2-(2-hydroxyphenyl)-5,6,6a,7,9,10-hexahydro-8H-pyrazino[1',2':4,5]pyrazino[2,3-c]pyridazin-8-yl)methyl)piperidin-1-yl)isoindoline-1,3-dione O=C1NC(CCC1N1C(C2=CC=C(C=C2C1=O)N1CCC(CC1)CN1C[C@H]2N(C=3C(=NN=C(C3)C3=C(C=CC=C3)O)NC2)CC1)=O)=O